N,N'-Dibenzyl-N,N'-diphenyl-1,2-phenylenedioxydi-acetamide C(C1=CC=CC=C1)N(C(COC1=C(C=CC=C1)OCC(=O)N(C1=CC=CC=C1)CC1=CC=CC=C1)=O)C1=CC=CC=C1